NS(=O)(=O)C=1C=C(C=CC1C)NC1=NC=C(C(=N1)NC1CNCCC1C)F Racemic-N2-(3-aminosulfonyl-4-methylphenyl)-5-fluoro-N4-(4-methylpiperidin-3-yl)-2,4-pyrimidinediamine